NCC1=CC(=CN=N1)C1C(NC(CC1)=O)=O 3-(6-(Aminomethyl)pyridazin-4-yl)piperidine-2,6-dione